ClC1=NN(C=N1)CC1=CC=C(C=C1)C 3-chloro-1-(4-methylbenzyl)-1H-1,2,4-triazole